FC(OC1=C(C=CC=C1)C1=C2C(=C(N=N1)N[C@H]1CN(CCC1)C)CCC2)F 4-[2-(difluoromethoxy)phenyl]-N-[(3R)-1-methylpiperidin-3-yl]-6,7-dihydro-5H-cyclopenta[d]pyridazin-1-amine